tert-Butyl 2-(8-bromo-2-isopropyl-6-methoxy-3-oxo-2,3-dihydro-4H-1,4-benzoxazin-4-yl)acetate BrC1=CC(=CC=2N(C(C(OC21)C(C)C)=O)CC(=O)OC(C)(C)C)OC